6-((5-methoxy-3-methylpyridin-2-yl)amino)-3-methyl-1-(tetrahydro-2H-pyran-4-yl)-1,3-dihydro-2H-imidazo[4,5-c]pyridin-2-one COC=1C=C(C(=NC1)NC1=CC2=C(C=N1)N(C(N2C2CCOCC2)=O)C)C